ClC=1C(=C(C(=CC1)N1N=NN=C1)C1=CC(N2[C@@H](CC[C@@H]2C1)C=1NC(=CN1)C1=CC(=NC=C1)[C@H](C(F)(F)F)O)=O)F |o1:16,19,32| (3S*,8aR*)-7-(3-chloro-2-fluoro-6-(1H-tetrazol-1-yl)phenyl)-3-(5-(2-((R*)-2,2,2-trifluoro-1-hydroxyethyl)pyridin-4-yl)-1H-imidazol-2-yl)-2,3,8,8a-tetrahydroindolizin-5(1H)-one